ClC=1C=C(C=NC1[C@H](C)OC)NC(=O)C=1C=NN(C1C(F)(F)F)C=1C=2N(C(=CC1)C#N)N=CC2 (S)-N-(5-Chloro-6-(1-methoxyethyl)pyridin-3-yl)-1-(7-cyanopyrazolo[1,5-a]pyridin-4-yl)-5-(trifluoromethyl)-1H-pyrazol-4-carboxamid